FC1(CCN(CC1)C1=CC(=CC(=N1)C1=NN=C(O1)C1=C(C=C(C=C1)NS(=O)(=O)CCO)N1CCC2(CC2)CC1)C)F N-(4-(5-(6-(4,4-difluoropiperidin-1-yl)-4-methylpyridin-2-yl)-1,3,4-oxadiazol-2-yl)-3-(6-azaspiro[2.5]octan-6-yl)phenyl)-2-hydroxyethane-1-sulfonamide